cyclopropanepropanoate C1(CC1)CCC(=O)[O-]